CC1(C(N(C2=C(O1)C(=CC=C2)C=2C=CC(=C(C(=O)NC1=CC=C(C=C1)F)C2)C(F)(F)F)C2=NC=CC=N2)=O)C 5-(2,2-dimethyl-3-oxo-4-(pyrimidin-2-yl)-3,4-dihydro-2H-benzo[b][1,4]oxazin-8-yl)-N-(4-fluorophenyl)-2-(trifluoromethyl)benzamide